NC1=NC(=CC=C1N=NC=1C=CC(=NC1)OCCCC)N 2,6-diamino-2'-butoxy-3,5'-azopyridine